Spiro[3.3]Heptane C1CCC12CCC2